CC(CN)(CN)C 2,2-dimethylpropane-1,3-diamine